COC(=O)C1=CC2=CN(N=C2C=C1OC)[C@@H]1[C@H](CC2(OCCO2)CC1)C 6-methoxy-2-((7S,8S)-7-methyl-1,4-dioxaspiro[4.5]decan-8-yl)-2H-indazole-5-carboxylic acid methyl ester